4,7-dihydroxy-2,3-dimethoxy-9,10-dihydrophenanthrene OC1=C(C(=CC=2CCC3=CC(=CC=C3C12)O)OC)OC